COC1=CC=C(COC(C)C2=NN=CS2)C=C1 5-(1-((4-methoxybenzyl)oxy)ethyl)-1,3,4-thiadiazole